2-[4-[5-[3-(Trifluoromethyl)phenyl]pyridine-3-carbonyl]piperazin-1-yl]-3H-quinazolin-4-one FC(C=1C=C(C=CC1)C=1C=C(C=NC1)C(=O)N1CCN(CC1)C1=NC2=CC=CC=C2C(N1)=O)(F)F